[Si](C)(C)(C(C)(C)C)OC1CCC2(C3CCC4(C(CCC4C3CC=C2C1)C(CCC(=O)O)C)C)C 4-(3-((tert-butyldimethylsilyl)oxy)-10,13-dimethyl-2,3,4,7,8,9,10,11,12,13,14,15,16,17-tetradecahydro-1H-cyclopenta[a]phenanthren-17-yl)pentanoic acid